3-((6-methyl-2-(trifluoromethyl)thieno[2,3-d]pyrimidin-4-yl)amino)-N-phenylpropanamide CC1=CC2=C(N=C(N=C2NCCC(=O)NC2=CC=CC=C2)C(F)(F)F)S1